(R)-ethyl-2-(3-((tert-butoxycarbonyl)amino)piperidin-1-yl)acetate C(C)OC(CN1C[C@@H](CCC1)NC(=O)OC(C)(C)C)=O